CC1=CC=CC2=C(C3=CC=CC=C3C(=C12)OC(=O)C1C(CCCC1)C(=O)O)OC(=O)C1C(CCCC1)C(=O)O 1-methyl-9,10-bis(2-carboxycyclohexyl)carbonyloxyanthracene